C(C=C)P(O)(=O)CCCC allyl-butylphosphinic acid